ClC1=C(C(=C(C=C1OC)OC)Cl)C1=CC2=C(N=C(N=C2)SC)C(=N1)CCC1=CC=CC=C1 6-(2,6-dichloro-3,5-dimethoxyphenyl)-2-(methylthio)-8-phenethylpyrido[3,4-d]pyrimidine